3-chloro-6-[2-(dimethylphosphoryl)pyrimidin-5-yl]-7-fluoro-N-[(1S)-1-(3-fluoropyridin-2-yl)propyl]-2-methyl-1,5-naphthyridin-4-amine ClC=1C(=NC2=CC(=C(N=C2C1N[C@@H](CC)C1=NC=CC=C1F)C=1C=NC(=NC1)P(=O)(C)C)F)C